2-(2-amino-7-butyl-6-chloro-8-oxo-7,8-dihydro-9H-purin-9-yl)-4-fluorotetrahydrofuran-3-yl acetate C(C)(=O)OC1C(OCC1F)N1C2=NC(=NC(=C2N(C1=O)CCCC)Cl)N